BrC1=CC(=C(C(=O)OCC2=CC=CC=C2)C(=C1)Cl)Cl benzyl 4-bromo-2,6-dichlorobenzoate